COC1CCC(CC1)C=O (1R,4R)-4-methoxycyclohexanecarboxaldehyde